(S)-6-(3-methoxyazetidin-1-yl)-6,7-dihydro-5H-pyrazolo[5,1-b][1,3]oxazine COC1CN(C1)[C@H]1CN2C(OC1)=CC=N2